COCC1=NC=CC(=C1)C1=NOC(=N1)[C@H](C)N (S)-1-(3-(2-(methoxymethyl)pyridin-4-yl)-1,2,4-oxadiazol-5-yl)ethan-1-amine